uridine-5'-diPhosphate sodium salt [Na+].P([O-])(=O)(OP(=O)([O-])[O-])OC[C@@H]1[C@H]([C@H]([C@@H](O1)N1C(=O)NC(=O)C=C1)O)O.[Na+].[Na+]